ClC1=C(C=CC=C1)C1=NOC(=C1Cl)C 3-o-chlorophenyl-5-methyl-4-isoxazolyl chloride